ClC=1C(=NC(=NC1)NC1CCOCC1)C1=CC=C2CN(C(C2=C1)=O)CC(=O)N(C(C)(C)C1=CC=CC=C1)C 2-(6-{5-chloro-2-[(oxacyclohex-4-yl)amino]pyrimidin-4-yl}-1-oxo-2,3-dihydro-1H-isoindol-2-yl)-N-methyl-N-(2-phenylprop-2-yl)acetamide